(S)-(1-(5-(6-(3-cyanopyrrolo[1,2-b]pyridazin-7-yl)-4-(isopropylamino)pyridin-3-yl)-1,3,4-thiadiazol-2-carbonyl)pyrrolidin-3-yl)carbamic acid tert-butyl ester C(C)(C)(C)OC(N[C@@H]1CN(CC1)C(=O)C=1SC(=NN1)C=1C=NC(=CC1NC(C)C)C1=CC=C2N1N=CC(=C2)C#N)=O